C(C)(C)N1N=CC(=C1)C1=NC(=NC=C1C)NC1=CC=C(CNC(\C=C\CN(C)C)=O)C=C1 (E)-N-(4-((4-(1-isopropyl-1H-pyrazol-4-yl)-5-methylpyrimidin-2-yl)amino)benzyl)-4-dimethylamino-2-butenamide